methyl 2-[4-[2-[1-(6,7-dihydro-5H-pyrrolo[1,2-c]imidazol-yl)-2-oxo-2-(thiazol-2-ylamino)ethyl]-7-fluoro-3-oxo-isoindolin-5-yl]phenyl]-2-azaspiro[3.3]heptane-6-carboxylate C1(=C2N(C=N1)CCC2)C(C(NC=2SC=CN2)=O)N2CC1=C(C=C(C=C1C2=O)C2=CC=C(C=C2)N2CC1(C2)CC(C1)C(=O)OC)F